methyl 1-[(3-fluorophenyl) methyl]-1,2,4-triazole-3-carboxylate FC=1C=C(C=CC1)CN1N=C(N=C1)C(=O)OC